C(#N)C=1C=C(C=NC1)CN1CCC2=CC=C(C=C12)C(=O)NC1=CC(=C(C=C1)CN1CCN(CC1)C)C(F)(F)F 1-[(5-cyano-3-pyridyl)methyl]-N-[4-[(4-methylpiperazin-1-yl)methyl]-3-(trifluoromethyl)phenyl]indoline-6-carboxamide